3-(3,5-Diethylthiophen-2-yl)-1-[(1-methyl-1H-pyrazol-4-yl)(1-methylpiperidin-3-yl)sulfamoyl]urea C(C)C1=C(SC(=C1)CC)NC(NS(N(C1CN(CCC1)C)C=1C=NN(C1)C)(=O)=O)=O